ClC1=NN(C2=NC(=NC=C21)NC=2C(=NN(C2)C2=CC=C(C=C2)F)Cl)CC 3-chloro-N-(3-chloro-1-(4-fluorophenyl)-1H-pyrazol-4-yl)-1-ethyl-1H-pyrazolo[3,4-d]pyrimidin-6-amine